bishydroxyethyl-biscetyl-malonamide OCCNC(C(C(=O)NCCO)(CCCCCCCCCCCCCCCC)CCCCCCCCCCCCCCCC)=O